CS(=O)(=O)C=1C=C2C=CC(=CC2=CC1)B(O)O (6-(methylsulfonyl)naphthalen-2-yl)boronic acid